C(C#C)NC1=NC=C(C(=C1)OC)[Si](F)(C(C)(C)C)C(C)(C)C N-2-propynyl{5-[di(tert-butyl)(fluoro)silyl]-4-methoxy-2-pyridyl}amine